C[C@H]1CN(C[C@H](O1)C)CC=1N=NN(C1)[C@H](C(=O)N1[C@@H](C[C@H](C1)O)C(=O)NC)C(C)(C)C (2S,4R)-1-[(2S)-2-[4-[[(2S,6R)-2,6-dimethylmorpholin-4-yl]methyl]triazol-1-yl]-3,3-dimethyl-butanoyl]-4-hydroxy-N-methyl-pyrrolidine-2-carboxamide